cyclopropyl-[rac-(5S,7S)-5-(1,1-difluoroethyl)-7-fluoro-6,7-dihydro-5H-pyrrolo[1,2-b][1,2,4]triazol-2-yl]methanone C1(CC1)C(=O)C=1N=C2N(N1)[C@@H](C[C@@H]2F)C(C)(F)F |r|